C(C)(C)(C)N(C(=O)O[C@](C=C)(CCCC)C)C1C(N(C(C(C1)C1=CC=CC=C1)C)CCCCC=O)=O (S)-3-methyl-1-hepten-3-ol tert-butyl-N-[6-methyl-2-oxo-1-(5-oxopentyl)-5-phenyl-3-piperidyl]carbamate